N-(4,5-Dimethoxy-2-((4-(2-(N-((1,3-dimethyl-1H-indazol-5-yl)methyl)amino)ethyl)phenyl)carbamoyl)phenyl)-4-oxo-4H-chromene-2-carboxamide COC1=CC(=C(C=C1OC)NC(=O)C=1OC2=CC=CC=C2C(C1)=O)C(NC1=CC=C(C=C1)CCNCC=1C=C2C(=NN(C2=CC1)C)C)=O